cesium linoleate C(CCCCCCC\C=C/C\C=C/CCCCC)(=O)[O-].[Cs+]